NCC1=C(C(=C(C=C1)C)CN)CN tris(aminomethyl)-methylbenzene